zirconium oxo-propionate O=C(C(=O)[O-])C.[Zr+4].O=C(C(=O)[O-])C.O=C(C(=O)[O-])C.O=C(C(=O)[O-])C